NC1=NC2=CC(=CC=C2C=C1)CN(C(=O)C=1C=NC=CC1)C1=C2C(CCC2=CC=C1)O N-[(2-aminoquinolin-7-yl)methyl]-N-(3-hydroxy-2,3-dihydro-1H-inden-4-yl)pyridine-3-carboxamide